2-ethyl-6,7-dimethyl-1,4-naphthoquinone C(C)C=1C(C2=CC(=C(C=C2C(C1)=O)C)C)=O